7-(4-((1R,2S)-6-(benzyloxy)-2-phenyl-1,2,3,4-Tetrahydronaphthalen-1-yl)phenyl)-7-azaspiro[3.5]nonan-2-one C(C1=CC=CC=C1)OC=1C=C2CC[C@@H]([C@@H](C2=CC1)C1=CC=C(C=C1)N1CCC2(CC(C2)=O)CC1)C1=CC=CC=C1